4-(4-((6-(3-(difluoromethyl)bicyclo[1.1.1]pentan-1-yl)spiro[3.5]non-6-en-7-yl)methyl)piperazin-1-yl)benzoic acid FC(C12CC(C1)(C2)C=2CC1(CCC1)CCC2CN2CCN(CC2)C2=CC=C(C(=O)O)C=C2)F